ClCCCCN1C(=CC2=C(C(=CC=C12)C=O)C)C#N 1-(4-Chlorobutyl)-5-formyl-4-methyl-1H-indole-2-carbonitrile